N[C@@H]1CC[C@H](CC1)NC(OC(C)(C)C)=O Trans-tert-butyl (4-aminocyclohexyl)carbamate